CC(CO)(C(C=C)C)C 2,2,3-Trimethyl-pent-4-en-1-ol